C(C1=CC=CC=C1)OC(=O)N[C@H](C(=O)OCC1=CC=CC=C1)CC1=CN(C2=CC=CC=C12)CC(=O)OC(C)(C)C (S)-benzyl 2-(((benzyloxy)carbonyl)amino)-3-(1-(2-(tert-butoxy)-2-oxoethyl)-1H-indol-3-yl)propanoate